NC=1C(=CC(=C(C1)NC1=NC=C(C(=N1)N1CC(C2=NC(=CC=C21)C)(C)C)C(=O)OC(C)C)OCC)N(C)CCN(C)C isopropyl 2-((5-amino-4-((2-(dimethylamino) ethyl)(methyl)amino)-2-ethoxyphenyl)amino)-4-(3,3,5-trimethyl-2,3-dihydro-1H-pyrrolo[3,2-b]pyridin-1-yl)pyrimidine-5-carboxylate